OC1=C(C=CC(=C1)C(F)(F)F)C1=C(C=C(N=N1)N[C@H]1CN(CCC1)CCN1C[C@@H](CC1)O)C (3R)-1-{2-[(3R)-3-({6-[2-hydroxy-4-(trifluoromethyl)phenyl]-5-methylpyridazin-3-yl}amino)piperidin-1-yl]ethyl}pyrrolidin-3-ol